(1s,3s)-3-(((((9H-fluoren-9-yl)methoxy)carbonyl)amino)methyl)cyclobutane-1-carboxylic acid C1=CC=CC=2C3=CC=CC=C3C(C12)COC(=O)NCC1CC(C1)C(=O)O